Oxazol-5-yl 2-(4-ethoxyphenyl)thiazole-4-carboxylate C(C)OC1=CC=C(C=C1)C=1SC=C(N1)C(=O)OC1=CN=CO1